2-(3,5-dichloro-4-((1-oxo-2-(pyridin-4-yl)-1,2,3,4-tetrahydroisoquinoline-6-Yl)oxy)phenyl)-3,5-dioxo-2,3,4,5-tetrahydro-1,2,4-triazine-6-carboxylic acid ClC=1C=C(C=C(C1OC=1C=C2CCN(C(C2=CC1)=O)C1=CC=NC=C1)Cl)N1N=C(C(NC1=O)=O)C(=O)O